C(CCCCCCCCCCCCC)(=O)N[C@@H](CC(=O)O)C(=O)O.N(CCO)(CCO)CCO triethanolamine N-myristoylaspartate